1-(2-cyclopropyl-5-methoxy-4-nitrophenyl)-1'-(piperidin-4-ylmethyl)-4,4'-bipiperidine C1(CC1)C1=C(C=C(C(=C1)[N+](=O)[O-])OC)N1CCC(CC1)C1CCN(CC1)CC1CCNCC1